methyl (S)-2-(2,6-difluoro-4-(((R)-1,1,1-trifluorobutan-2-yl)amino) benzamido)-3-(7-(4,5-dimethylpyrimidin-2-yl)-1,3-dihydroisobenzofuran-4-yl)propanoate FC1=C(C(=O)N[C@H](C(=O)OC)CC2=C3COCC3=C(C=C2)C2=NC=C(C(=N2)C)C)C(=CC(=C1)N[C@@H](C(F)(F)F)CC)F